ClCC1(NC=C(C=C1)C=1N(C=C(N1)C(F)(F)F)C)C1=CC=CC=C1CN(C(O)=O)CCCCON1C(=NC=2C=NC=3C=CC=CC3C21)CCCC.CC=2C(=C(C(=O)NN=O)C=CC2C(=O)NN=O)C dimethyl-N,N'-dinitrosoterephthalamide 2-(Chloromethyl)-5-(1-methyl-4-(trifluoromethyl)-1H-imidazol-2-yl)pyridinebenzyl-4-{[2-butyl-1H-imidazo[4,5-c]quinolin-1-yl]oxy}butylcarbamate